P(=O)(O)(O)OC[C@H]([C@H]([C@H]([C@@H](C(C)=O)O)O)O)O 1-Deoxy-D-altro-heptulose 7-phosphate